C[Si](C)(C)C#CC1=CC=C2CCNC2=C1 6-((trimethylsilyl)-ethynyl)indoline